4-(4-methoxy-3-(2-morpholinoethoxy)phenyl)-3-methylene-1-(3,4,5-trimethoxyphenyl)azetidin-2-one COC1=C(C=C(C=C1)C1C(C(N1C1=CC(=C(C(=C1)OC)OC)OC)=O)=C)OCCN1CCOCC1